C(C1=CC=CC=C1)N(C=1C=CC(=NC1N(CC1=CC=CC=C1)CC1=CC=CC=C1)[C@@H]1N(CC[C@](C1)(O)C(F)F)C(=O)OC(C)(C)C)CC1=CC=CC=C1 tert-Butyl (2R,4R)-2-[5,6-bis(dibenzylamino)pyridin-2-yl]-4-(difluoromethyl)-4-hydroxy-piperidine-1-carboxylate